ClC1=CC=C2C(C=CN(C2=N1)C=1SC=CN1)=O 7-chloro-4-oxo-1-(1,3-thiazol-2-yl)-1,4-dihydro-1,8-naphthyridine